CN(C)CC=1C=C(C=NC1)C=1N=CN(C1)C(=O)NCCC1=CC=CC=C1 4-(5-((Dimethylamino)methyl)pyridin-3-yl)-N-phenethyl-1H-imidazole-1-carboxamide